CC1=CC(=CC(=C1N)C(=O)NC)Cl 2-amino-5-chloro-N,3-dimethylbenzamide